N-(4-(4-((4-methylpiperazin-1-yl)methyl)-1H-1,2,3-triazol-1-yl)benzyl)methacrylamide CN1CCN(CC1)CC=1N=NN(C1)C1=CC=C(CNC(C(=C)C)=O)C=C1